C(CCCC)N1C=C(C2=CC=CC=C12)C(=O)C1=CC=C(C2=CC=CC=C12)CC 1-pentyl-3-(4-ethyl-1-naphthoyl)indole